NC1=NN(C2=CC=C(C=C12)S(=O)(=O)NC)C1=CC=C(C=C1)C(F)(F)F 3-Amino-N-methyl-1-(4-(trifluoromethyl)phenyl)-1H-indazole-5-sulfonamide